NCCNC1=C2C=CC=C(C2=CC=C1)[NH-] 5-(2'-aminoethyl)aminonaphthylamide